CC1(CCN(C=2N=C(N=CC21)C2=NC(=CC=C2)C)C2=CC=NC=C2C#N)C 4-(5,5-dimethyl-2-(6-methylpyridin-2-yl)-6,7-dihydropyrido[2,3-d]pyrimidin-8(5H)-yl)nicotinonitrile